FC1=CC=C(C=C1)C=CC(=O)N[C@@H](CO)C1=CC2=CC=CC=C2C=C1 (R)-3-(4-fluoro-phenyl)-N-(2-hydroxy-1-naphthalen-2-yl-ethyl)-acrylamide